NC1=CC=C(C(=C1C(C)=O)C(F)(F)F)F 1-[6-amino-3-fluoro-2-(trifluoromethyl)phenyl]ethanone